N[C@H]1COCCC1 (R)-3-aminotetrahydropyran